benzyl 4-(2-(4-((1R,5S)-3-(3-amino-6-chloropyridazin-4-yl)-3,8-diazabicyclo[3.2.1]octan-8-yl)phenoxy)ethyl)piperazine-1-carboxylate NC=1N=NC(=CC1N1C[C@H]2CC[C@@H](C1)N2C2=CC=C(OCCN1CCN(CC1)C(=O)OCC1=CC=CC=C1)C=C2)Cl